8-(3-Aminopiperidin-1-yl)-3-(3-fluoro-4-methoxyphenyl)imidazo[1,2-a]pyrazine NC1CN(CCC1)C=1C=2N(C=CN1)C(=CN2)C2=CC(=C(C=C2)OC)F